CC(CC(=O)NC1=CC=2N(C=C1)N=CC2C(=O)OCC)(C)C ethyl 5-(3,3-dimethylbutanamido)pyrazolo[1,5-a]pyridine-3-carboxylate